ferrocenyl-dichloropalladium (II) [C-]1(C=CC=C1)[Pd-](Cl)Cl.[CH-]1C=CC=C1.[Fe+2]